Tert-butyl (1S,5S)-1-cyclopropyl-4-oxo-3,8-diazabicyclo[3.2.1]octane-8-carboxylate C1(CC1)[C@]12CNC([C@H](CC1)N2C(=O)OC(C)(C)C)=O